C(C)N(C\C=C/C1=C(C=CC(=C1)F)S(=O)(=O)NC1=CC=C2[C@@H]3[C@H](CNC2=C1C(=O)O)OCC3)CC |r| (3aRS,9bRS)-7-[2-((Z)-3-diethylaminoprop-1-enyl)-4-fluorobenzenesulfonylamino]-1,2,3a,4,5,9b-hexahydrofuro[2,3-c]quinoline-6-carboxylic acid